N=1N(N=CC1)C=1C=C(C[C@]2(C[C@H](CC2)NS(=O)(=O)C)C(=O)N(C)OC)C=CC1 |o1:9,11| (1R*,3S*)-1-(3-(2H-1,2,3-triazol-2-yl)benzyl)-N-methoxy-N-methyl-3-(methylsulfonamido)cyclopentane-1-carboxamide